Cl.OC1=C2C(C=COC2=C(C(=C1)O)C1C(N(CC1)C)CO)=O 5,7-dihydroxy-8-(2-hydroxymethyl-1-methyl-pyrrolidin-3-yl)-chromen-4-one hydrochloride